(R)-N-ethyl-3-((R)-phenyl(((S or R)-2-(6-(trifluoromethyl)pyridin-3-yl)propyl)amino)methyl)-1,2,3,4-tetrahydropyrido[2,3-b]pyrazine-7-carboxamide C(C)NC(=O)C1=CC2=C(N[C@H](CN2)[C@H](NC[C@@H](C)C=2C=NC(=CC2)C(F)(F)F)C2=CC=CC=C2)N=C1 |o1:16|